2-Methoxyethoxy 5-((3-(methoxycarbonyl) phenyl) carbamoyl)-2,6-dimethyl-4-phenylnicotinate COC(=O)C=1C=C(C=CC1)NC(=O)C=1C(=NC(=C(C(=O)OOCCOC)C1C1=CC=CC=C1)C)C